NC=1C=CC(=C(C1)NS(=O)(=O)C(C)(C)C)Cl N-(5-amino-2-chlorophenyl)-2-methylpropane-2-sulfonamide